C(C)C(C(C)=O)(CC)C 3-ethyl-3-methyl-2-pentanone